2-(3,4,5-trimethyl-1H-pyrazol-1-yl)-4-methylpyridine CC1=NN(C(=C1C)C)C1=NC=CC(=C1)C